ClC1=CC(=NC=C1C(=O)OC)Cl Methyl 4,6-Dichloronicotinate